C(C(CS)O)O α-Monothioglycerol